OC1(CS(C1)=O)C1(CN(CC1)C(C1=CC=C(C=C1)OC)=O)COC1=CC=C(C=C1)C1=CC=C(C=C1)C#N 4'-((3-(3-hydroxy-1-oxidothietan-3-yl)-1-(4-methoxybenzoyl)pyrrolidin-3-yl)methoxy)-[1,1'-biphenyl]-4-carbonitrile